6-acetyl-8-cyclopentyl-5-methyl-2-(5-phenylamino-pyridin-2-ylamino)-8H-pyrido[2,3-d]Pyrimidin-7-one C(C)(=O)C1=C(C2=C(N=C(N=C2)NC2=NC=C(C=C2)NC2=CC=CC=C2)N(C1=O)C1CCCC1)C